ClC=1C=CC=C2C=CC=C(C12)N1CC=2N=C(N=C(C2CC1)N(CCN)C)OCC12CCCN2CCC1 N'-(7-(8-chloronaphthalen-1-yl)-2-((tetrahydro-1H-pyrrolizin-7a(5H)-yl)methoxy)-5,6,7,8-tetrahydropyrido[3,4-d]pyrimidin-4-yl)-N'-methylethane-1,2-diamine